FC=1C=C(C=CC1F)C1N(CC(CC1)C)C(C(=O)NC=1C=NC=C(C(=O)N)C1)=O 5-(2-(2-(3,4-difluorophenyl)-5-methylpiperidin-1-yl)-2-oxoacetamido)nicotinamide